N,N'-cyclohexanediylbis(aspartic acid) C1(CCCCC1)(N[C@@H](CC(=O)O)C(=O)O)N[C@@H](CC(=O)O)C(=O)O